ClC1=NC=C(C(=C1)C1=C(C=NC(=C1)C)C(=O)NC1=NN2C(S1)=NC(=C2)C2CC(C2)=O)OC 2'-chloro-5'-methoxy-6-methyl-N-[6-(3-oxocyclobutyl)imidazo[2,1-b][1,3,4]thiadiazol-2-yl]-[4,4'-bipyridine]-3-carboxamide